COC(C1=CC=C(C=C1)C(C)C1=CC=NC=C1)=O 4-[1-(pyridin-4-yl)ethyl]benzoic acid methyl ester